NC1=NC(=NN1C(=O)C1=CC=C(C=C1)NC(C1=CC(=CC(=C1)C)C)=O)C1=NC=CC=C1 N-(4-(5-amino-3-(pyridine-2-yl)-1H-1,2,4-triazole-1-carbonyl)phenyl)-3,5-dimethylbenzamide